4,4'-((4-(ethylcarbamoyl)pyridine-2,6-diyl)bis(1H-1,2,3-triazole-4,1-diyl))bis(2-(trifluoromethyl)benzoic acid) C(C)NC(=O)C1=CC(=NC(=C1)C=1N=NN(C1)C1=CC(=C(C(=O)O)C=C1)C(F)(F)F)C=1N=NN(C1)C1=CC(=C(C(=O)O)C=C1)C(F)(F)F